BrC1=CC(=C(OC2=CC=C(C=C2)CCC2CCN(CC2)C(=O)OC(C)(C)C)C=C1)C=1C2=C(C(N(C1)C)=O)N(C=C2)S(=O)(=O)C2=CC=C(C=C2)C tert-butyl 4-[2-[4-[4-bromo-2-[6-methyl-7-oxo-1-(p-tolylsulfonyl)pyrrolo[2,3-c]pyridin-4-yl]phenoxy]phenyl] ethyl]piperidine-1-carboxylate